N-(2-chlorophenyl)-4-((2-((4-(4-((4-(2,6-dioxopiperidin-3-yl)phenyl)ethynyl)-[1,4'-bipiperidine]-1'-carbonyl)phenyl)amino)-5-fluoropyrimidin-4-yl)amino)benzamide ClC1=C(C=CC=C1)NC(C1=CC=C(C=C1)NC1=NC(=NC=C1F)NC1=CC=C(C=C1)C(=O)N1CCC(CC1)N1CCC(CC1)C#CC1=CC=C(C=C1)C1C(NC(CC1)=O)=O)=O